(4,6-diamino-2-(5-fluoro-1-(2-fluorobenzyl)-1H-pyrazolo[3,4-b]pyridin-3-yl)pyrimidin-5-yl)cyclopropylcarboxamide NC1=NC(=NC(=C1NC(=O)C1CC1)N)C1=NN(C2=NC=C(C=C21)F)CC2=C(C=CC=C2)F